2-amino-3-(indolyl)propanoic acid NC(C(=O)O)CC=1NC2=CC=CC=C2C1